(E)-6-(4-fluorophenylvinyl)quinoline-4-carboxylic acid FC1=CC=C(C=C1)/C=C/C=1C=C2C(=CC=NC2=CC1)C(=O)O